3-(6-((4-methoxypyridin-2-yl)amino)-2-(pyridin-3-yl)pyrimidin-4-yl)-3-azaspiro[5.5]undecan-8-amine COC1=CC(=NC=C1)NC1=CC(=NC(=N1)C=1C=NC=CC1)N1CCC2(CC1)CC(CCC2)N